FS(C1=CC=C(N[C@@H]2CC[C@H](CC2)S(=O)(=O)C2=CC=C(C=C2)C=2C=CC=3N(C2)N=C(N3)C)C=C1)(F)(F)(F)F 4-(pentafluoro-λ6-sulfanyl)-N-[trans-4-(4-{2-methyl-[1,2,4]triazolo[1,5-a]pyridin-6-yl}benzenesulfonyl)cyclohexyl]aniline